FC1=C(C=C(C=C1)F)[C@H]1OC[C@@H](C([C@@H]1N)CN1CC2=NN(C=C2C1)S(=O)(=O)C)N1CC2=NN(C=C2C1)S(=O)(=O)C (2R,3S,5R)-2-(2,5-difluorophenyl)-5-(2-methylsulfonyl-4,6-dihydropyrrolo[3,4-c]pyrazol-5-yl)-4-[(2-methylsulfonyl-4,6-dihydropyrrolo[3,4-c]pyrazol-5-yl)methyl]tetrahydropyran-3-amine